C(C)(C)(C)OC(NC=1C=C2C(=NC1)N(N=C2C2CC2)C)=O (3-Cyclopropyl-1-methyl-1H-pyrazolo[3,4-b]pyridin-5-yl)carbamic acid tert-butyl ester